C1COCCN1CCS(=O)(=O)O.O 2-(N-morpholino)ethanesulfonic acid monohydrate